[C@H]1([C@@H](O)[C@@H](O)[C@H](O)[C@H](O1)CO)OC1=CC(=C(OC2=C(C#N)C=CC=C2)C=C1C)[N+](=O)[O-] 2-[4-(α-D-mannopyranosyloxy)-5-methyl-2-nitrophenoxy]benzonitrile